1,3-bis[4-(4-maleimidophenoxy)-α,α-dimethylbenzyl]benzene C1(C=CC(N1C1=CC=C(OC2=CC=C(C(C)(C)C3=CC(=CC=C3)C(C3=CC=C(C=C3)OC3=CC=C(C=C3)N3C(C=CC3=O)=O)(C)C)C=C2)C=C1)=O)=O